FC=1C=C2C(=NC(=NC2=CC1)C)SCC(=O)C1=CC=C(S1)CNC(C(C)(C)C)=O N-((5-(2-((6-fluoro-2-methylquinazolin-4-yl)thio)acetyl)thiophen-2-yl)methyl)pivalamide